C(\C=C\C(=O)[O-])(=O)OC(=O)OC1=CC=C(C=C1)[N+](=O)[O-] (4-nitrophenoxy)carbonyl (E)-but-2-enedioate